methyl-1H-indene-1,2(3H)-dione CC1C(C(C2=CC=CC=C12)=O)=O